CS(=O)(=O)NC=1C=C(C=CC1)NC(=O)C=1N=C(SC1)NC1=NC=CC=N1 N-(3-(methylsulfonamido)phenyl)-2-(pyrimidin-2-ylamino)thiazole-4-carboxamide